4-(1-(4-(4-Isopropylpiperazin-1-yl)phenyl)-7-methoxy-3,4-dihydronaphthalen-2-yl)benzoic acid C(C)(C)N1CCN(CC1)C1=CC=C(C=C1)C1=C(CCC2=CC=C(C=C12)OC)C1=CC=C(C(=O)O)C=C1